FC1=CC=CC(=N1)C=1OC(=NN1)N1[C@H](C2=C(CC1)NC=N2)C2=NN1C(C(=CC=C1)C)=C2 (R)-2-(6-fluoropyridin-2-yl)-5-(4-(4-methylpyrazolo[1,5-a]pyridin-2-yl)-1,4,6,7-tetrahydro-5H-imidazo[4,5-c]pyridin-5-yl)-1,3,4-oxadiazole